Bis((di-tert-butylphosphino)methyl)-tert-butylamine C(C)(C)(C)P(C(C)(C)C)CN(C(C)(C)C)CP(C(C)(C)C)C(C)(C)C